Cl.COC(=O)C12CCC(CC1)(CC2)N.CC(C)(C)S(=O)(=O)NC(C)C(C)C 2-methyl-N-(3-methylbutan-2-yl)propane-2-sulfonamide methyl-4-aminobicyclo[2.2.2]octane-1-carboxylate hydrochloride